C1(CC1)C=1SC(=CN1)C=1C=C(C=CC1)N(C(=O)[C@@H]1CC[C@H](CC1)C(=O)O)C[C@@H]1CC[C@H](CC1)C=1C=NC(=CC1)N(C)C trans-4-((3-(2-Cyclopropylthiazol-5-yl)phenyl)((trans-4-(6-(dimethylamino)pyridin-3-yl)cyclohexyl)methyl)carbamoyl)cyclohexanecarboxylic acid